2-chloro-4-((2-(methylsulfonyl)phenyl)amino)pyrimidine-5-carboxamide ClC1=NC=C(C(=N1)NC1=C(C=CC=C1)S(=O)(=O)C)C(=O)N